(+)-dihydroquercetin 3-acetate C(C)(=O)O[C@@H]1[C@H](OC=2C=C(C=C(C2C1=O)O)O)C1=CC(O)=C(O)C=C1